5-Hydroxy-6-((3-(4-((4-(morpholinomethyl)phenyl)ethynyl)phenyl)-4,5-dihydroisoxazol-5-yl)methyl)pyrimidin-4(3H)-one OC=1C(NC=NC1CC1CC(=NO1)C1=CC=C(C=C1)C#CC1=CC=C(C=C1)CN1CCOCC1)=O